(R)-4-((6-(2,6-dimethylpyridin-4-yl)-1,3-dimethyl-2-oxo-2,3-dihydro-1H-benzo[d]imidazol-5-yl)amino)-2-(2,6-dioxopiperidin-3-yl)isoindoline-1,3-dione CC1=NC(=CC(=C1)C=1C(=CC2=C(N(C(N2C)=O)C)C1)NC1=C2C(N(C(C2=CC=C1)=O)[C@H]1C(NC(CC1)=O)=O)=O)C